NCC#CC1=C(C(=O)OC)C=CC(=C1)NC(CCCNC)=O methyl 2-(3-aminoprop-1-yn-1-yl)-4-(4-(methylamino)butanamido)benzoate